(R)-1-(3-((6-amino-5-(4-phenoxyphenyl)pyrimidin-4-yl)amino)pyrrolidin-1-yl)but-2-yn-1-one NC1=C(C(=NC=N1)N[C@H]1CN(CC1)C(C#CC)=O)C1=CC=C(C=C1)OC1=CC=CC=C1